C(C(=C)C)(=O)OCCNC1=CC=C(C=2C(C3=CC=CC=C3C(C12)=O)=O)NCCOC(C(=C)C)=O 1,4-bis[(2-methacryloxyethyl)amino]-9,10-anthraquinone